tert-Butyl 2-(1,3-dioxo-3a,4,5,6,7,7a-hexahydroisoindol-2-yl)-5,6-dihydro-4H-cyclopenta[b]thiophene-3-carboxylate O=C1N(C(C2CCCCC12)=O)C1=C(C2=C(S1)CCC2)C(=O)OC(C)(C)C